3-acetyl-1-(2-((2-((3-chloro-2-fluorophenylmethyl)amino)-2-oxoethyl)(cyclopropyl)amino)-2-oxoethyl)-1H-indole-5-carbonyl azide C(C)(=O)C1=CN(C2=CC=C(C=C12)C(=O)N=[N+]=[N-])CC(=O)N(C1CC1)CC(=O)NCC1=C(C(=CC=C1)Cl)F